N(=C=S)C=1C=C(C=C(C1)C(F)(F)F)CN(C)C 1-(3-isothiocyanato-5-(trifluoromethyl)phenyl)-N,N-dimethylmethanamine